C(CCCCCCC\C=C/C\C=C/CCCCC)OC(CCCCCCC\C=C/CCCCCCCC)=O oleic acid linoleyl ester